N[C@H](C(=O)NC1=CC=C(C=C1)C=1C(=[N+](C=CC1C)[O-])C)[C@@H]1CC(CCC1)(F)F 3-(4-((S)-2-amino-2-((S)-3,3-difluorocyclohexyl)acetamido)phenyl)-2,4-dimethylpyridine 1-oxide